C1(CC1)N1C2CN(CC1CC2)C2CCN(CC2)C2=C(C=C(C(=C2)OC)NC2=NC=NC(=C2)N2OCC[C@@H]2C2=C(C(=CC=C2)F)F)NC(C=C)=O N-(2-(4-(8-cyclopropyl-3,8-diazabicyclo[3.2.1]octan-3-yl)piperidine-1-yl)-5-((6-((R)-3-(2,3-difluorophenyl)-isoxazolidine-2-yl)pyrimidine-4-yl)amino)-4-methoxyphenyl)acrylamide